C(=S)S dithiocarbanic acid